N[C@H](C)C1=CC=C2C(=N1)N(C(=C2)C2=NC1=C(N2C)C(=CC(=C1)C(=O)OC(C)C)OC)CC1(CC1)F isopropyl (R)-2-(6-(1-aminoethyl)-1-((1-fluorocyclopropyl)methyl)-1H-pyrrolo[2,3-b]pyridin-2-yl)-7-methoxy-1-methyl-1H-benzo[d]imidazole-5-carboxylate